C(C1=CC=CC=C1)OC1CC2(C(OCC3=CC=CC=C23)=O)CCC1 3-(benzyloxy)spiro[cyclohexane-1,4'-isochroman]-3'-one